C1(CC1)OC=1C=C2C(=NNC2=CC1)C1=C(C(N(N=C1)C)=O)N1CCOCC1 (5-Cyclopropoxy-1H-indazol-3-yl)-2-methyl-4-(N-morpholinyl)pyridazin-3(2H)-one